[Co].N=1C(C(C=CC1)=N)=N pyridine bisimine cobalt